N-ethyl-3-[(2-phenyl-imidazo[1,2-a]pyrazin-3-yl)amino]benzamide 4-((6-(tert-Butoxycarbonyl)pyridin-3-yl)amino)-6-chloropyridazine-3-carboxylate C(C)(C)(C)OC(=O)C1=CC=C(C=N1)NC1=C(N=NC(=C1)Cl)C(=O)O.C(C)NC(C1=CC(=CC=C1)NC1=C(N=C2N1C=CN=C2)C2=CC=CC=C2)=O